6-amino-5-(3-hydroxy-2,6-dimethylphenyl)-2-(methylthio)-4-oxo-4,5-dihydrothiazolo[5,4-c]pyridine-7-carboxamide NC1=C(C2=C(C(N1C1=C(C(=CC=C1C)O)C)=O)SC(=N2)SC)C(=O)N